(4-bromo-2-methoxyphenyl)-3-(4-chlorobenzenesulfonyl)-1,3-thiazolidine BrC1=CC(=C(C=C1)C1SCCN1S(=O)(=O)C1=CC=C(C=C1)Cl)OC